[NH4+].N(=O)N(O)C1=CC=CC=C1 nitrosophenylhydroxylamine ammonium salt